CC1=CC2=C(C(OCC23CC3)C(C)NC)S1 1-(2'-methyl-5'H,7'H-Spiro[cyclopropane-1,4'-thieno[2,3-c]pyran]-7'-yl)-N-methylethylamine